CO[Si](O[Si](OC)(OC)CCCN(CCC)CCC)(OC)CCCN(CCC)CCC 3,3'-(1,1,3,3-tetramethoxydisiloxane-1,3-diyl)bis(N,N-dipropylpropane-1-amine)